CN(C)CC1CN(CCC1(C1=CC(=CC=C1)OC)O)C(CC=1C=C(C#N)C=CC1)=O 3-(2-(3-((dimethylamino)methyl)-4-hydroxy-4-(3-methoxyphenyl)piperidin-1-yl)-2-oxoethyl)benzonitrile